benzyl (3S,5R)-4-(2-((3-amino-1-methyl-1H-indazol-7-yl)oxy)ethyl)-3,5-dimethylpiperazine-1-carboxylate NC1=NN(C2=C(C=CC=C12)OCCN1[C@H](CN(C[C@H]1C)C(=O)OCC1=CC=CC=C1)C)C